1-(4-aminobutyl)-2-butyl-1H-imidazo[4,5-d]thieno[3,2-b]pyridine-4-amine NCCCCN1C(=NC=2C1=C1C(=NC2N)C=CS1)CCCC